FC1=CC=CC2=C1C(=C(O2)C(=O)NC)C 4-fluoro-N,3-dimethylbenzofuran-2-carboxamide